[C@H]12CN(C[C@H](CC1)N2)C2=NC(=NC1=C(C(=C(C=C21)F)NC2=NNC1=C(C=CC=C21)C)F)OC[C@H]2N(CCC2)C 4-((1R,5S)-3,8-diazabicyclo[3.2.1]octan-3-yl)-6,8-difluoro-N-(7-methyl-1H-indazol-3-yl)-2-(((S)-1-methylpyrrolidin-2-yl)methoxy)quinazolin-7-amine